[N+](=[N-])=C(C1=CC=CC=C1)C1=CC=CC=C1 1,1'-(diazomethanediyl)dibenzene